N1C(=NC2=C1C=CC=C2)CCNCCC=2SC(=C(N2)C(=O)NCC=2N=NC=CC2)Cl 2-(2-{[2-(1H-1,3-Benzodiazol-2-yl)ethyl]amino}ethyl)-5-chloro-N-(pyridazin-3-ylmethyl)-1,3-thiazole-4-carboxamide